FC=1C=2N(C=C(C1)NC(=O)C=1C=CC(=C3N=CC=NC13)C13CCN(CC3C1)C(=O)OC(C)(C)C)C=C(N2)C tert-butyl 6-[8-({8-fluoro-2-methylimidazo[1,2-a]pyridin-6-yl}carbamoyl)quinoxalin-5-yl]-3-azabicyclo[4.1.0]heptane-3-carboxylate